tert-butyl (rac)-4-cyano-1-(4-isopropylphenyl)-3-((2-methoxy-2-oxoethyl)(methyl)amino)-1,4,6,7-tetrahydro-5H-pyrazolo[4,3-c]pyridine-5-carboxylate C(#N)[C@@H]1N(CCC2=C1C(=NN2C2=CC=C(C=C2)C(C)C)N(C)CC(=O)OC)C(=O)OC(C)(C)C |r|